FC(CONC1=CC(=NC=N1)N1C[C@H]([C@@H](CC1)N1CC2=CC=CC=C2CC1)O)(F)F trans-1-(6-((2,2,2-trifluoroethoxy)amino)Pyrimidine-4-yl)-4-(3,4-dihydroisoquinolin-2(1H)-yl)piperidin-3-ol